but-3-enoic acid C(CC=C)(=O)O